C(C)(C)(C)OC(=O)N1C(OC[C@@H]1C1=CC(=C(C=C1)Cl)N1N=CC=N1)(C)C (S)-4-(4-chloro-3-(2H-1,2,3-triazol-2-yl)phenyl)-2,2-dimethyloxazolidine-3-carboxylic acid tert-butyl ester